5-(2,4-dibromo-5-((2-methylhydrazono)methyl)phenoxy)-2-nitropyridine BrC1=C(OC=2C=CC(=NC2)[N+](=O)[O-])C=C(C(=C1)Br)C=NNC